C(C)N(C=1C=C2OC3=CC(C4=C(C3=NC2=CC1)C=CC=C4)=O)CC 9-(diethylamino)-5H-benzo[a]phenoxazine-5-one